(S)-quinuclidin-3-yl (7-(2-chloro-5-methoxyphenyl)-3,3-dimethylchroman-4-yl)carbamate ClC1=C(C=C(C=C1)OC)C1=CC=C2C(C(COC2=C1)(C)C)NC(O[C@@H]1CN2CCC1CC2)=O